FC(OC=1C=C(C=CC1)C=1C=C(OC1)C(=O)NC1=NC(=NS1)CC(C)=O)(F)F 4-(3-(trifluoromethoxy)phenyl)-N-(3-(2-oxopropyl)-1,2,4-thiadiazol-5-yl)furan-2-carboxamide